FC1=CC2=C(C=C(C(O2)=O)C#N)C=C1 7-fluoro-2-oxo-2H-1-Benzopyran-3-carbonitrile